heptadecyl-catechol phenyl-alaninate C1(=CC=CC=C1)N[C@@H](C)C(=O)O.C(CCCCCCCCCCCCCCCC)C1=C(C(O)=CC=C1)O